FC=1C=C(CNC2=NC(=NC=C2C(=O)N)NC=2C=NN(C2)C)C=CC1 4-[(3-fluoro-benzyl)amino]-2-[(1-methyl-1H-pyrazol-4-yl)amino]pyrimidin-5-carboxamide